CC1(N(C=CC=C1)S(=O)(=O)C=1C=CC(=C2C[C@H]([C@H](C12)O)F)OC1=C(C#N)C=C(C=C1)F)C (((1S,2R)-7-((2,2-dimethylpyridin-1-yl)sulfonyl)-2-fluoro-1-hydroxy-2,3-dihydro-1H-inden-4-yl)oxy)-5-fluorobenzonitrile